europium-titanium oxygen 1-(3-hydroxy-5-(piperidine-1-carbonyl)isoquinoline-7-carbonyl)-4-phenylpiperidine-4-carbonitrile OC=1N=CC2=CC(=CC(=C2C1)C(=O)N1CCCCC1)C(=O)N1CCC(CC1)(C#N)C1=CC=CC=C1.[O].[Ti].[Eu]